[3-[4-(4-Chloro-2-methylsulfonyl-phenyl)phenyl]azetidin-1-yl]-[3-(1H-tetrazol-5-yl)pyrrolidin-1-yl]methanone ClC1=CC(=C(C=C1)C1=CC=C(C=C1)C1CN(C1)C(=O)N1CC(CC1)C1=NN=NN1)S(=O)(=O)C